ClC1=C(N=C(N1)C(C(=O)NC1=CC=C(C=C1)C=1C(=NNC1C)C)C(C1CC1)C1CC1)C1=CC=CC=C1 2-(5-chloro-4-phenyl-1H-imidazol-2-yl)-3,3-dicyclopropyl-N-[4-(3,5-dimethyl-1H-pyrazol-4-yl)phenyl]propanamide